(R)-(3-(difluoromethyl)-1-methyl-1H-pyrazol-5-yl)(4-(7-(trifluoromethyl)pyrazolo[1,5-a]pyridin-2-yl)-6,7-dihydro-1H-imidazo[4,5-c]pyridin-5(4H)-yl)methanone FC(C1=NN(C(=C1)C(=O)N1[C@H](C2=C(CC1)NC=N2)C2=NN1C(C=CC=C1C(F)(F)F)=C2)C)F